C(CC=CCCCCC)OC(CCCCCCC)=O octanoic acid non-3-en-1-yl ester